[Cu].[Au] gold copper salt